(3S,4S)-8-(3-((4-chloro-2-fluorophenyl)ethynyl)-5-(fluoromethyl)-1H-pyrazolo[3,4-b]pyrazin-6-yl)-3-methyl-2-oxa-8-azaspiro[4.5]decan-4-amine ClC1=CC(=C(C=C1)C#CC1=NNC2=NC(=C(N=C21)CF)N2CCC1([C@@H]([C@@H](OC1)C)N)CC2)F